3-(((S)-1-((2S,4R)-4-Hydroxy-2-(((S)-1-(4-(4-methylthiazol-5-yl)phenyl)ethyl)carbamoyl)pyrrolidin-1-yl)-3,3-dimethyl-1-oxobutan-2-yl)amino)-3-oxopropanoic acid O[C@@H]1C[C@H](N(C1)C([C@H](C(C)(C)C)NC(CC(=O)O)=O)=O)C(N[C@@H](C)C1=CC=C(C=C1)C1=C(N=CS1)C)=O